tert-butyl 6-(3-methyl-1-(oxetan-3-yl)-1H-pyrazolo[3,4-b]pyrazin-6-yl)-5-oxo-2,6-diazaspiro[3.4]octane-2-carboxylate CC1=NN(C2=NC(=CN=C21)N2C(C1(CN(C1)C(=O)OC(C)(C)C)CC2)=O)C2COC2